FC1=CNC2=NC=C(C(=C21)C(C)OC=2C=C1C(=NNC1=CC2)C=2C=CC(=NC2)N2CC1(C2)CCNCC1)F 2-(5-(5-(1-(3,5-difluoro-1H-pyrrolo[2,3-b]pyridin-4-yl)ethoxy)-1H-indazol-3-yl)pyridin-2-yl)-2,7-diazaspiro[3.5]nonane